ClC1=C(C=2N=C(N=C(C2C=N1)N1CC2(CCC(C1)N2C(=O)OC(C)(C)C)C2OCCC2)OC[C@]21CCCN1C[C@@H](C2)F)F tert-butyl 3-(7-chloro-8-fluoro-2-{[(2R,7aS)-2-fluorotetrahydro-1H-pyrrolizin-7a(5H)-yl]methoxy}pyrido[4,3-d]pyrimidin-4-yl)-1-(oxolan-2-yl)-3,8-diazabicyclo[3.2.1]octane-8-carboxylate